ClC=1C=CC(=C(C1)C1=CC=C2C(=CN=NC2=C1)NCC1=C(C=C(C=C1)OC)OC)N1N=CC(=C1)OC 7-[5-CHLORO-2-(4-METHOXYPYRAZOL-1-YL)PHENYL]-N-[(2,4-DIMETHOXYPHENYL)METHYL]CINNOLIN-4-AMINE